tert-Butyl 5-(5-cyclopropyl-7-tosyl-7H-pyrrolo[2,3-d]pyrimidin-4-yl)-2,5-diazabicyclo[4.1.0]heptane-2-carboxylate C1(CC1)C1=CN(C=2N=CN=C(C21)N2CCN(C1CC21)C(=O)OC(C)(C)C)S(=O)(=O)C2=CC=C(C)C=C2